C1(=CC=CC=C1)CS(=O)(=O)OC1=C(OC(C1=O)([2H])C1=C(C(=CC=C1)OC)OC)N 2-amino-5-(2,3-dimethoxyphenyl)-4-oxo-4,5-dihydrofuran-3-yl-5-d phenylmethanesulfonate